lithium bis(trifluoromethyl-sulfonyl)amide salt FC(S(=O)(=O)[N-]S(=O)(=O)C(F)(F)F)(F)F.[Li+]